ClC1=C(N=C(N=N1)NC1CN(CCC1)CC)C 6-chloro-N-(1-ethyl-3-piperidinyl)-5-methyl-1,2,4-triazin-3-amine